COCC(C(C)C)SC(CC(=O)C1C(=CC(CC1)(C)C)C)C 3-[1-(Methoxymethyl)-2-methyl-propyl]sulfanyl-1-(2,4,4-trimethylcyclohex-2-en-1-yl)butan-1-one